ClC1=CC2=C(N1)N(C=C2)S(=O)(=O)CC2=CC=CC=C2 5-chloro-1-toluenesulfonyl-1H-pyrrolo[2,3-b]pyrrole